O=C(CCNC=1N=[N+](C2=C([N+]1[O-])C=CC(=C2)C2=CN=CS2)[O-])OC2=CN(CC2)CC(F)(F)F 3-((3-oxo-3-((1-(2,2,2-Trifluoroethyl)pyrrolin-3-yl)oxy)propyl)amino)-7-(thiazol-5-yl)benzo[e][1,2,4]triazine-1,4-dioxide